C(C1=CC=CC=C1)N1C(=NC(=C1)C(F)(F)F)C1=C(C=C(C(=O)OC)C=C1)C#CC(C)O methyl 4-[1-benzyl-4-(trifluoromethyl)imidazol-2-yl]-3-(3-hydroxybut-1-ynyl)benzoate